ClC1=C(CN2N=C3C4=C(CCC3=C2)OC(=C4C)C(=O)NC4=CC(=CC=C4)OC)C(=CC=C1)F 2-(2-chloro-6-fluorobenzyl)-N-(3-methoxyphenyl)-8-methyl-4,5-dihydro-2H-furo[2,3-g]indazole-7-carboxamide